C(C)(CC)C(CO)CO 2-sec-butyl-1,3-propanediol